ClC=1C=CC2=C(C(CC(O2)C(=O)NC23CC(C2)(C3)C=3OC(=NN3)C3CC(C3)OC(F)(F)F)=O)C1 6-chloro-4-oxo-N-(3-{5-[(1s,3s)-3-(trifluoromethoxy)cyclobutyl]-1,3,4-oxadiazol-2-yl}bicyclo[1.1.1]pentan-1-yl)-3,4-dihydro-2H-1-benzopyran-2-carboxamide